6-fluoro-4-(2-(((2R,7aS)-2-fluorotetrahydro-1H-pyrrolizin-7a(5H)-yl)methoxy)-5-(phenylamino)pyrido[4,3-d]pyrimidin-7-yl)-5-((triisopropylsilyl)ethynyl)naphthalen-2-ol FC=1C(=C2C(=CC(=CC2=CC1)O)C1=CC=2N=C(N=CC2C(=N1)NC1=CC=CC=C1)OC[C@]12CCCN2C[C@@H](C1)F)C#C[Si](C(C)C)(C(C)C)C(C)C